C1(CCCC1)C(C(=O)[O-])(CC(CCC)=O)C1CCCC1 Dicyclopentyl-4-oxoheptanoat